FC=1C=C(C=CC1F)[C@H]1[C@@H](CN(C1)CCOC)NC(=O)NC1=CC(=NN1C)C1=CC=CC=2N1C=CN2 1-((3S,4R)-4-(3,4-difluorophenyl)-1-(2-methoxyethyl)pyrrolidin-3-yl)-3-(3-(imidazo[1,2-a]pyridin-5-yl)-1-methyl-1H-pyrazol-5-yl)urea